(2S,4R)-4-((tert-butyldimethylsilyl)oxy)-1-(2-(3-hydroxyisoxazol-5-yl)-3-methylbutanoyl)pyrrolidine-2-carboxylic acid [Si](C)(C)(C(C)(C)C)O[C@@H]1C[C@H](N(C1)C(C(C(C)C)C1=CC(=NO1)O)=O)C(=O)O